FC=1C(=CC=C2C(=NC(=NC12)OC[C@H]1N(CCC1)C)N1C[C@H]2CC[C@@H](C1)N2C(C(CO)O)=O)C2=CC(=CC1=CC=CC=C21)O 1-((1R,5S)-3-(8-fluoro-7-(3-hydroxynaphthalen-1-yl)-2-(((S)-1-methylpyrrolidin-2-yl)methoxy)quinazolin-4-yl)-3,8-diazabicyclo[3.2.1]octan-8-yl)-2,3-dihydroxypropan-1-one